C(C)(=O)O[C@@H]1CC2=CC[C@H]3[C@H]4[C@](CC[C@@H]3[C@]2(CC1)C)([C@H](CC4)[C@@H](CC=O)C)C (1R,3aS,3bS,7S,9aR,9bS,11aR)-1-[(2R)-1-Formylpropan-2-yl]-9a,11a-dimethyl-2,3,3a,3b,4,6,7,8,9,9a,9b,10,11,11a-tetradecahydro-1H-cyclopenta[1,2-i]phenanthren-7-yl acetate